Methyl 3,5-dichloro-6'-(trifluoromethyl)-[2,3'-bipyridine]-6-carboxylate ClC=1C(=NC(=C(C1)Cl)C(=O)OC)C=1C=NC(=CC1)C(F)(F)F